Cl.FC(C=1C=CC(=NC1)O[C@@H]1CN(CC1)C1=C(C=CC=C1)CN)(F)F (S)-(2-(3-(5-(trifluoromethyl)pyridin-2-yloxy)pyrrolidin-1-yl)phenyl)methylamine hydrochloride